BrC1=C(C=CC(=C1)C(=O)NC1=CC(=C(C=C1)O)NS(=O)(=O)C1=CC=C(C=C1)F)C1=CC=CC=C1 bromo-N-(3-((4-fluorophenyl)sulfonamido)-4-hydroxyphenyl)-[1,1'-biphenyl]-4-carboxamide